NCC1CN(CC1)C1=NC(=NC=C1CN1C(OCC1)=O)C1=CC(=C(C=C1)C)Cl 3-[[4-[3-(aminomethyl)pyrrolidin-1-yl]-2-(3-chloro-4-methyl-phenyl)pyrimidin-5-yl]methyl]oxazolidin-2-one